2,4-difluoro-5-((2,2,2-trifluoroethyl)amino)benzoic acid FC1=C(C(=O)O)C=C(C(=C1)F)NCC(F)(F)F